(S)-2-((2-((1-ethoxy-3,3-dimethyl-1,3-dihydrobenzo[c][1,2]oxaborol-5-yl)amino)-5-(3-(quinuclidin-4-yl)-1,2,4-oxadiazol-5-yl)pyrimidin-4-yl)amino)-2-phenylethan-1-ol C(C)OB1OC(C2=C1C=CC(=C2)NC2=NC=C(C(=N2)N[C@H](CO)C2=CC=CC=C2)C2=NC(=NO2)C21CCN(CC2)CC1)(C)C